N-[3-chloro-4-[4-(4-hydroxypiperidine-4-carbonyl)piperazine-1-carbonyl]phenyl]-5-[6-(dimethylamino)-2,5-difluoro-3-pyridyl]-1-methyl-imidazole-2-carboxamide ClC=1C=C(C=CC1C(=O)N1CCN(CC1)C(=O)C1(CCNCC1)O)NC(=O)C=1N(C(=CN1)C=1C(=NC(=C(C1)F)N(C)C)F)C